3-(2-fluoro-3-((N-methylsulfamoyl)amino)benzyl)-2-oxo-4-(8,8,9,9-tetramethyl-3-oxo-4,7-dioxa-2-aza-8-siladecyl)-2H-chromen-7-yl dimethylcarbamate CN(C(OC1=CC=C2C(=C(C(OC2=C1)=O)CC1=C(C(=CC=C1)NS(NC)(=O)=O)F)CNC(OCCO[Si](C(C)(C)C)(C)C)=O)=O)C